1,3-dimethyl-imidazole dimethyl-phosphate tert-butyl-1-((4-(3-(2,6-difluorophenyl)-1-methyl-1H-pyrazol-4-yl)-7-methoxyquinazolin-6-yl)carbamoyl)-3-azabicyclo[3.1.0]hexane-3-carboxylate C(C)(C)(C)OC(=O)N1CC2(CC2C1)C(NC=1C=C2C(=NC=NC2=CC1OC)C=1C(=NN(C1)C)C1=C(C=CC=C1F)F)=O.COP(=O)(OC)O.CN1CN(C=C1)C